OCCOCCOCCOCCOCCC(=O)O 1-Hydroxy-3,6,9,12-tetraoxapentadecan-15-oic acid